C1(=CC=CC=C1)[SiH]([SiH2][SiH2][SiH3])O phenyl-tetra-silanol